FC1=C(CNC(=O)C=2C(C(=C3N(N4[C@@H](C=C[C@@H](N(C3=O)C4)C)CF)C2)O)=O)C=CC(=C1)F (2S,5S)-N-(2,4-difluorobenzyl)-2-(fluoromethyl)-8-hydroxy-5-methyl-7,9-dioxo-2,5,7,9-tetrahydro-1,6-methanopyrido[1,2-b][1,2,5]triazonine-10-carboxamide